6-(2-Methoxybenzylidene)-2-azaspiro[3.3]heptane-2-carboxylic acid tert-butyl ester C(C)(C)(C)OC(=O)N1CC2(C1)CC(C2)=CC2=C(C=CC=C2)OC